(2-phenyl-2,3-dihydrobenzo[b][1,4]dioxin-5-yl)piperidine C1(=CC=CC=C1)C1COC2=C(O1)C=CC=C2N2CCCCC2